2,3-diisobutyl-2-cyanosuccinic acid-1,4-di-(2-ethoxyethyl) ester C(C)OCCOC(C(C(C(=O)OCCOCC)CC(C)C)(C#N)CC(C)C)=O